C(=O)(C=C)C(=CC=C)[N+](=O)[O-] Acrylnitryl-1,3-Butadien